CC1=CC=C(C=C1)S(=O)(=O)OCC[C@@H]1NC(C(C1)(CC)CC)=O (R)-2-(4,4-diethyl-5-oxopyrrolidin-2-yl)ethyl 4-methylbenzenesulfonate